NC(C)(C)C1=CC(=NC(=C1)C1=CC=C(C=C1)Cl)OC1[C@@H]2CN(C[C@H]12)C(=O)C1=CC(=NN1C)C1=NC=CC=N1 ((1R,5S,6s)-6-((4-(2-aminopropan-2-yl)-6-(4-chlorophenyl)pyridin-2-yl)oxy)-3-azabicyclo[3.1.0]hexan-3-yl)(1-methyl-3-(pyrimidin-2-yl)-1H-pyrazol-5-yl)methanone